3,5-bis(9H-carbazol-9-yl)-N,N-diphenyl-aniline C1=CC=CC=2C3=CC=CC=C3N(C12)C=1C=C(N(C2=CC=CC=C2)C2=CC=CC=C2)C=C(C1)N1C2=CC=CC=C2C=2C=CC=CC12